C(CCCC)NCC(=O)O N-(amyl)Glycine